C(C)(C)(C)C1=NN2C(NC3=C(C2=O)C=CC(=N3)C(F)(F)F)=C1 2-(tert-butyl)-6-(trifluoromethyl)pyrazolo[1,5-a]pyrido[2,3-d]pyrimidine-9(4H)-one